N-(2-(N-(7-bromo-quinoline-5-yl)aminosulfonyl)-pyridin-4-yl)-2-oxo-2H-chromene-8-amide BrC1=CC(=C2C=CC=NC2=C1)NS(=O)(=O)C1=NC=CC(=C1)NC(=O)C=1C=CC=C2C=CC(OC12)=O